ClC=1N=C(C2=C(N1)CCC2)C=2C=C(C=CC2)S(=O)(=O)N 3-(2-chloro-6,7-dihydro-5H-cyclopenta[d]pyrimidin-4-yl)benzenesulfonamide